bis(2-ethylhexyl) (1R,2R,3R,4S)-bicyclo[2.2.1]hept-5-ene-2,3-dicarboxylate [C@H]12[C@H]([C@@H]([C@H](C=C1)C2)C(=O)OCC(CCCC)CC)C(=O)OCC(CCCC)CC